tert-butyl N-[(3S,6S,9aS)-3-[3-(2-chloropyrimidin-4-yl)azetidine-1-carbonyl]-5-oxo-octahydro-1H-pyrrolo[1,2-a]azepin-6-yl]carbamate ClC1=NC=CC(=N1)C1CN(C1)C(=O)[C@@H]1CC[C@H]2N1C([C@H](CCC2)NC(OC(C)(C)C)=O)=O